C(C(C)=C)OCC(C(=O)OCCCCCCCCCC)=C decyl α-methallyloxymethylacrylate